1,1-bis(2,3-dicarboxycyclohexyl)ethane C(=O)(O)C1C(CCCC1C(=O)O)C(C)C1C(C(CCC1)C(=O)O)C(=O)O